FC(C1OCCC(C1)CC(=O)O)(F)F 2-(2-(trifluoromethyl)tetrahydro-2H-pyran-4-yl)acetic acid